Tert-butyl 4-amino-3-(methylamino)benzoate NC1=C(C=C(C(=O)OC(C)(C)C)C=C1)NC